tert-butyl (1R,5S,7r)-7-(5-bromo-3-(2-(methoxymethoxy)phenyl)-7-((2-(trimethylsilyl)ethoxy)methyl)-7H-pyrrolo[2,3-c]pyridazin-6-yl)-3-oxa-9-azabicyclo[3.3.1]nonane-9-carboxylate BrC1=C(N(C=2N=NC(=CC21)C2=C(C=CC=C2)OCOC)COCC[Si](C)(C)C)C2C[C@H]1COC[C@@H](C2)N1C(=O)OC(C)(C)C